tert-butyl 4-(2-bromo-5-fluoro-3-pyridyl)piperazine-1-carboxylate BrC1=NC=C(C=C1N1CCN(CC1)C(=O)OC(C)(C)C)F